(R)-1-benzyl-2-(2,2-bis(methoxymethyl)-4,7-dimethyl-6-phenethyl-2,3-dihydro-1H-inden-5-yl)-2,3-dihydrobenzo[d][1,3,2]diazaborinin-4(1H)-one C(C1=CC=CC=C1)N1B(NC(C2=C1C=CC=C2)=O)C=2C(=C1CC(CC1=C(C2CCC2=CC=CC=C2)C)(COC)COC)C